[Bi+3].[Cu+] copper (I) bismuth